5-CHLORO-3-PROPYL-1-(PYRIDIN-2-YL)-1H-PYRAZOLE-4-CARBALDEHYDE ClC1=C(C(=NN1C1=NC=CC=C1)CCC)C=O